1,2-Dimethyl-3-(2-methyl-benzyl)imidazol-1-ium hydroxide [OH-].C[N+]1=C(N(C=C1)CC1=C(C=CC=C1)C)C